3-(2,5-dimethylphenyl)-8-methoxy-2-oxo-1,8-diazaspiro[4.5]dec-3-en-4-ylethylcarboxylate CC1=C(C=C(C=C1)C)C=1C(NC2(C1CCC(=O)[O-])CCN(CC2)OC)=O